N1(CCNCC1)CC1C=C2C(N=CN=C2)=NC1=O 6-(piperazin-1-ylmethyl)pyrido[2,3-d]pyrimidin-7-one